C1(CC1)CC1=C(C(=NN1C=1SC=C(N1)C(=O)O)C1=CC(=C(C=C1)F)C=1SC(=CC1)C)CC1=C(C=C(C=C1)S(N)(=O)=O)F 2-(5-(cyclopropylmethyl)-3-(4-fluoro-3-(5-methylthiophen-2-yl)phenyl)-4-(2-fluoro-4-sulfamoylbenzyl)-1H-pyrazol-1-yl)thiazole-4-carboxylic acid